ClC1=C(C=C(C=C1)[C@@H]1N(C(OC1)(C)C)C(=O)OC(C)(C)C)C=C tert-butyl (S)-4-(4-chloro-3-vinylphenyl)-2,2-dimethyloxazolidine-3-carboxylate